FC1C(C2=CC(=CC=C2CC1)OC)=O 2-Fluoro-7-methoxy-3,4-dihydro-naphthalen-1(2H)-one